[Na]S(=O)(=O)C=1C=C(C=C(C(=O)O)C1)C(=O)O 5-(sodiosulphonyl)-isophthalic acid